6-(2-Fluoropropan-2-yl)picolinamide FC(C)(C)C1=CC=CC(=N1)C(=O)N